OC1C[C@H]2CC[C@@H](C1)N2CC=O 2-((1R,3s,5S)-3-hydroxy-8-azabicyclo[3.2.1]octan-8-yl)ethan-1-one